ClC(/C=C/C)C (E)-4-chloro-2-pentene